NC1=NC(=C(C=2N1C(N(N2)CC2=CC=C(C=C2)OC)=O)Br)C2=CC=CC=C2 5-amino-8-bromo-2-(4-methoxybenzyl)-7-phenyl-[1,2,4]triazolo[4,3-c]pyrimidin-3(2H)-one